C(=O)C1=CC(=C(OCC=2C=C(C=CC2)NC(OC(C)(C)C)=O)C=C1)O tert-butyl (3-((4-formyl-2-hydroxyphenoxy)methyl)phenyl)carbamate